O1N=C(C2=C1C=CC=C2)O benzo[D]isoxazol-3-ol